N-([1,1'-biphenyl]-4-yl)-N-(4-(dibenzo[b,d]furan-4-yl)phenyl)dibenzo[b,d]furan-4-amine C1(=CC=C(C=C1)N(C1=CC=CC2=C1OC1=C2C=CC=C1)C1=CC=C(C=C1)C1=CC=CC2=C1OC1=C2C=CC=C1)C1=CC=CC=C1